BrC(C=1C(=CC=CC1)C)Br α,α-dibromoxylene